C1=CSC(=C1)S thiophenethiol